C(C)S(=O)(=O)C=1C(=NC=CC1)C1=NC=C2N1C=CN=C2OCC(C(F)F)(F)F 3-(3-ethylsulfonyl-2-pyridyl)-8-(2,2,3,3-tetrafluoropropoxy)imidazo[1,5-a]pyrazine